codeine lithium [Li].C1=CC(OC)=C2C=3[C@@]45[C@@H](O2)[C@@H](O)C=C[C@H]4[C@@H](CC13)N(C)CC5